FC(C(F)(F)F)(S(=O)(=O)Cl)C(C(C(C(C(C(C(C(C(C(F)(F)F)(F)F)(F)F)(F)F)(F)F)(F)F)(F)F)(F)F)(F)F)(F)F perfluorodecyl-ethanesulfonyl chloride